diethyl (4-(10,11-dihydro-5H-dibenzo[b,f]naphthyridin-5-yl) butyl) phosphate P(=O)(OCC)(OCC)OCCCCC1C2=C(C=3C=C4C(=NC3N1)C=CCC4)C=CC=C2